t-butyldimethylsilyl chloride [Si](C)(C)(C(C)(C)C)Cl